N1C=C(C=2C1=NC=CC2)C=2SC=C(N2)C=2C=C(C=CC2)[C@]2(C=1N(CCC2)C=CN1)O (R,S)-8-(3-(2-(1H-pyrrolo[2,3-b]pyridin-3-yl)thiazol-4-yl)phenyl)-5,6,7,8-tetrahydroimidazo[1,2-a]pyridin-8-ol